C(C)C1=C(C=CC=C1)C1=CC=C(C(=N1)CO)N1C[C@H](CC1)OC1=NC=C(C=C1)C(F)(F)F (S)-(6-(2-ethylphenyl)-3-(3-(5-(trifluoromethyl)pyridin-2-yloxy)pyrrolidin-1-yl)pyridin-2-yl)methanol